NC1CC2(CCC(C1)N2C(=O)[O-])C(OC)OC 3-amino-1-(dimethoxymethyl)-8-azabicyclo[3.2.1]octane-8-carboxylate